N-(2,4-dimethoxybenzyl)-N-(4-((4-(2-(4-(oxiran-2-ylmethoxy)phenyl)propan-2-yl)phenoxy)methyl)pyrimidin-2-yl)methanesulfonamide COC1=C(CN(S(=O)(=O)C)C2=NC=CC(=N2)COC2=CC=C(C=C2)C(C)(C)C2=CC=C(C=C2)OCC2OC2)C=CC(=C1)OC